3-(4-(4-Cyanophenyl)-2,3-dihydro-1H-pyrrolo[2,3-c]pyridine-1-carbonyl)benzonitrile C(#N)C1=CC=C(C=C1)C1=C2C(=CN=C1)N(CC2)C(=O)C=2C=C(C#N)C=CC2